FC(S(=O)(=O)OC=1C=2C=CC=3C4=C(OC3C2C=CC1)C=CC=C4)(F)F Benzo[b]naphtho[2,1-d]furan-4-yl trifluoromethanesulfonate